di(N-hydroxysuccinimide) glutarate C(CCCC(=O)O)(=O)O.ON1C(CCC1=O)=O.ON1C(CCC1=O)=O